carboxydihydroxypentoxin C(=O)(O)OC1(OOOOO1)O